C1[C@@H]([C@H](O[C@H]1N2C(C(C(=NC2=O)N)N)C3C=C4N3C(=O)N4[C@H]5C[C@@H]([C@H](O5)CO)O)CO)O The molecule is an N-glycosyl compound that is a metabolite produced by the bacterium Mycoplasma genitalium. It has a role as a Mycoplasma genitalium metabolite. It is a N-glycosyl compound, an azabicycloalkane, an aminopyrimidine and a pyrimidone.